1-(heptadecan-9-yl) 15-(3-hexylnonyl) 8-oxopentadecanedioate O=C(CCCCCCC(=O)OC(CCCCCCCC)CCCCCCCC)CCCCCCC(=O)OCCC(CCCCCC)CCCCCC